tert-butyl (1-(4-((1-(3-chloro-4-formylphenyl)-2-oxo-1,2-dihydropyrimidin-4-yl)carbamoyl)piperazin-1-yl)-2-methyl-1-oxopropan-2-yl)carbamate ClC=1C=C(C=CC1C=O)N1C(N=C(C=C1)NC(=O)N1CCN(CC1)C(C(C)(C)NC(OC(C)(C)C)=O)=O)=O